Benzo[e]pyren C1=CC=C2C=CC=3C=CC=C4C5=C(C1=C2C43)C=CC=C5